bis-(L-leucine) 1,6-hexanediate C(CCCCC(=O)O)(=O)O.N[C@@H](CC(C)C)C(=O)O.N[C@@H](CC(C)C)C(=O)O